ClC1=C2C=NN(C2=CC=C1B1OC(C(O1)(C)C)(C)C)C(F)F 4-chloro-1-(difluoromethyl)-5-(4,4,5,5-tetramethyl-1,3,2-dioxaborolan-2-yl)-1H-indazole